(-)-N-cis-4-Hydroxytetrahydro-furan-3-yl-2-(1-methyl-1H-pyrazol-4-yl)-3-oxo-6-[4-(trifluoromethyl)phenyl]-2,3-dihydropyridazine-4-carboxamide OC1C(COC1)C1=C(C(N(N=C1C1=CC=C(C=C1)C(F)(F)F)C=1C=NN(C1)C)=O)C(=O)N